NC1=CC=C(C=C1)C=1N=C(N(N1)C1=CC=C(C=C1)OC(F)(F)F)NC(C)=O N-[5-(4-aminophenyl)-2-[4-(trifluoromethoxy)phenyl]-1,2,4-triazol-3-yl]acetamide